2-((4-methyl-5-(4-methylbenzyl)thiazol-2-yl)amino)-2-oxoethyl pyrrolidine-1-sulfonate N1(CCCC1)S(=O)(=O)OCC(=O)NC=1SC(=C(N1)C)CC1=CC=C(C=C1)C